O1COC=2C1=CC=1CCNC(C1C2)=O 7,8-dihydro[1,3]dioxolo[4,5-g]isoquinolin-5(6H)-one